C(C)(C)(C)OC(=O)N1CCC2(C(C(CO2)C)=C=O)CC1 3-methyl-4-carbonyl-1-oxa-8-azaspiro[4.5]decane-8-carboxylic acid tert-butyl ester